1-(2-chloro-7-((S)-1-methoxyethyl)pyrazolo[1,5-a]pyrimidin-6-yl)-3-(2-(2,2,2-trifluoro-1-hydroxy-ethyl)pyridin-4-yl)urea ClC1=NN2C(N=CC(=C2[C@H](C)OC)NC(=O)NC2=CC(=NC=C2)C(C(F)(F)F)O)=C1